aristolane C[C@@H]1CCC[C@H]2[C@]1([C@H]3[C@H](C3(C)C)CC2)C